CN1C=NC=C1C(=O)NC1=C(C=CC(=C1)[N+](=O)[O-])C 1-methyl-N-(2-methyl-5-nitrophenyl)-1H-imidazole-5-carboxamide